N1=C(C=CC=C1)N1CCN(CCC1)C(NN)=S 4-(pyridin-2-yl)-1,4-diazepan-1-thiohydrazide